1-ethyl-5-(trifluoromethyl)-1H-pyrazole-3-carboxylic acid C(C)N1N=C(C=C1C(F)(F)F)C(=O)O